1-((1H-indol-5-yl)sulfonyl)-N-(2,6-dimethylphenyl)-1H-pyrrole-3-carboxamide N1C=CC2=CC(=CC=C12)S(=O)(=O)N1C=C(C=C1)C(=O)NC1=C(C=CC=C1C)C